(E)-3-hydroxy-5-((2-(2-((4-(trifluoromethyl)phenyl)amino)pyrimidin-4-yl)phenyl)diazenyl)benzoic acid OC=1C=C(C(=O)O)C=C(C1)\N=N\C1=C(C=CC=C1)C1=NC(=NC=C1)NC1=CC=C(C=C1)C(F)(F)F